Ethyl 2-(chloroethyl)-1-(oxetan-2-ylmethyl)-1H-thieno[2,3-d]imidazole-5-carboxylate ClCCC=1N(C2=C(N1)SC(=C2)C(=O)OCC)CC2OCC2